iron-cobalt-manganese oxide [O-2].[Mn+2].[Co+2].[Fe+2].[O-2].[O-2]